COC1=C(C=C(C(=O)OC)C=C1)OC1=CC=C(C=C1)C Methyl 4-methoxy-3-(p-tolyloxy)benzoate